ethyl (6-(benzyloxy)-10-cyclopropyl-[1,2,4]triazolo[5,1-a]isoquinoline-5-carbonyl)glycinate C(C1=CC=CC=C1)OC1=C(N2C(C3=C(C=CC=C13)C1CC1)=NC=N2)C(=O)NCC(=O)OCC